C(CCCCCCCCCCC)[SiH]1O[SiH2]O[SiH2]O[SiH2]O1 dodecyl-cyclotetrasiloxane